NC1=CC=C(C(=O)NC=2C=C(C=CC2O)S(=O)(=O)C2=CC(=C(C=C2)O)NC(C2=CC=C(C=C2)N)=O)C=C1 bis[N-(4-aminobenzoyl)-3-amino-4-hydroxyphenyl] sulfone